(3R,4R)-4-{[5-(2,4-difluoro-phenyl)-isoxazole-3-carbonyl]-amino}-1-((1R,2S)-2-hydroxy-1-methyl-propyl)-piperidine-3-carboxylic acid methyl-phenethyl-amide CN(C(=O)[C@@H]1CN(CC[C@H]1NC(=O)C1=NOC(=C1)C1=C(C=C(C=C1)F)F)[C@@H]([C@H](C)O)C)CCC1=CC=CC=C1